Cl.N1CC(C1)C(C)O 1-(azetidin-3-yl)ethane-1-ol hydrochloride